N(=[N+]=[N-])CC[C@@H](C(=O)O)NC(CCCCCCCCCCCCCCC)=O (S)-4-azido-2-palmitoylamino-butyric acid